FC=1C=C2COC(C2=CC1)[C@H]1N(CC1)C(=O)OC(C)(C)C (2S)-tert-butyl 2-(5-fluoro-1,3-dihydroisobenzofuran-1-yl)azetidine-1-carboxylate